2-(4-(4-(benzyloxy)-3-isopropylbenzyl)-3,5-dichlorophenoxy)-2-fluoro-N-methylacetamide C(C1=CC=CC=C1)OC1=C(C=C(CC2=C(C=C(OC(C(=O)NC)F)C=C2Cl)Cl)C=C1)C(C)C